BrC1=C(C(=CC=C1)C)NC=1N=C(N=NC1C(=O)N)NC=1C=C2CCN(CC2=CC1OC)C ((2-bromo-6-methylphenyl)amino)-3-((7-methoxy-2-methyl-1,2,3,4-tetrahydroisoquinolin-6-yl)amino)-1,2,4-triazine-6-carboxamide